COC(C1=C(C=CC=C1OC)C=O)=O 2-formyl-6-methoxy-benzoic acid methyl ester